N-(3-((3,5-dimethyl-4-oxo-3,4-dihydroquinazolin-6-yl)amino)-2,4-difluorophenyl)propane-1-sulfonamide CN1C=NC2=CC=C(C(=C2C1=O)C)NC=1C(=C(C=CC1F)NS(=O)(=O)CCC)F